[Br-].BrCCCCCCCCCCCC[N+](CC1=CC=CC=C1)(C)C (12-bromododecyl)-dimethylbenzyl-ammonium bromide